CC1=NN=CC2=CC=C(C=C12)C methyl-7-methylphthalazin